ethyl 3-(1-benzyl-4-fluoro-1H-pyrazole-3-carboxamido)-2,4-difluorobenzoate C(C1=CC=CC=C1)N1N=C(C(=C1)F)C(=O)NC=1C(=C(C(=O)OCC)C=CC1F)F